[N+](=O)([O-])C=1C=C(C(=O)Cl)C=C(C1)[N+](=O)[O-] 3,5-dinitrobenzoic acid chloride